N-(5-(1-acryloyl-5-(trifluoromethyl)piperidine-3-carboxamido)pyridin-2-yl)-6-(4-chloro-1H-pyrazol-5-yl)picolinamide C(C=C)(=O)N1CC(CC(C1)C(F)(F)F)C(=O)NC=1C=CC(=NC1)NC(C1=NC(=CC=C1)C1=C(C=NN1)Cl)=O